(E)-N-(4-(8-(1,2-dimethyl-6-(trifluoromethyl)-1H-benzo[d]imidazol-5-yl)indolizine-3-carbonyl)-2,6-difluorophenyl)-4-(((1r,3r)-3-methoxycyclobutyl)amino)but-2-enamide CN1C(=NC2=C1C=C(C(=C2)C2=CC=CN1C(=CC=C21)C(=O)C2=CC(=C(C(=C2)F)NC(\C=C\CNC2CC(C2)OC)=O)F)C(F)(F)F)C